[K+].P(=O)([O-])([O-])OCCCC.[K+] n-butyl alcohol phosphate potassium salt